C[Si](I)(C)C (trimethyl)iodosilane